1-(5-{[1,4'-bipiperidin]-4-yl(methyl)amino}-2-chlorophenyl)-1,3-diazinane-2,4-dione trifluoroacetate FC(C(=O)O)(F)F.N1(CCC(CC1)N(C=1C=CC(=C(C1)N1C(NC(CC1)=O)=O)Cl)C)C1CCNCC1